C(C)NC1=CC(=CC(=N1)N1C(C2=CC(=CC(=C2C1)C(F)(F)F)CN[C@H]1[C@@H](CCC1)O)=O)C1=C(C=CC=C1)C1=NN=CN1C 2-(6-(Ethylamino)-4-(2-(4-methyl-4H-1,2,4-triazol-3-yl)phenyl)pyridin-2-yl)-6-((((1R,2R)-2-hydroxycyclopentyl)amino)methyl)-4-(trifluoromethyl)isoindolin-1-one